5-chloro-2-((3-(4-chlorophenethyl)-1,2,4-oxadiazol-5-yl)methyl)-4-methylpyridazin-3(2H)-one ClC1=C(C(N(N=C1)CC1=NC(=NO1)CCC1=CC=C(C=C1)Cl)=O)C